C(#N)C=1C=C2C=CC(=C(C2=CC1)C=1C=C(C=CC1O)NS(=O)(=O)C1=CC=C(C)C=C1)O N-(3-(6-cyano-2-hydroxynaphthalen-1-yl)-4-hydroxyphenyl)-4-toluenesulfonamide